(Z)-octadec-9-en-1-ol C(CCCCCCC\C=C/CCCCCCCC)O